N-(4-amino-1,3-dihydrofuro[3,4-c]pyridin-7-yl)-2-(5-methyl-2-((R)-3-methyl-1,2,3,4,4a,5-hexahydrobenzo[b]pyrazino[1,2-d][1,4]oxazin-8-yl)piperidin-1-yl)-2-oxoacetamide NC1=NC=C(C2=C1COC2)NC(C(=O)N2C(CCC(C2)C)C=2C=CC1=C(OC[C@@H]3N1CCN(C3)C)C2)=O